FC1=CC=C(C=C1)NC(=O)C1(C(C1)(C)C)C(=O)NC1=CC(=C(C=C1)OC1=NC=NC2=CC(=C(C=C12)OC)O)F 2,2-Dimethyl-cyclopropane-1,1-dicarboxylic acid [3-fluoro-4-(7-hydroxy-6-methoxy-quinazolin-4-yloxy)-phenyl]-amide (4-fluoro-phenyl)-amide